cis-1-bis(diphenylphosphino)amino-4-dodecylcyclohexane C1(=CC=CC=C1)P(C1=CC=CC=C1)N([C@@H]1CC[C@@H](CC1)CCCCCCCCCCCC)P(C1=CC=CC=C1)C1=CC=CC=C1